N-[(1R)-1-[3-amino-5-(trifluoromethyl)phenyl]ethyl]-1-[3-[(1S)-1-hydroxyethyl]phenyl]-6-oxo-pyridazine-3-carboxamide NC=1C=C(C=C(C1)C(F)(F)F)[C@@H](C)NC(=O)C1=NN(C(C=C1)=O)C1=CC(=CC=C1)[C@H](C)O